C(=O)(OC(C)(C)C)N1CCC(CC1)C(=O)O N-Boc-4-piperidineformic acid